CC(CCNC(=O)[C@]1(C=2C=CC=NC2[C@H](CC1)O)F)(C)C (5S,8S)-N-(3,3-dimethyl-butyl)-5-fluoro-8-hydroxy-5,6,7,8-tetrahydro-quinoline-5-carboxamide